CN(S(=O)(=O)C)C=1C(=NC=CN1)CNC1=NC(=NC=C1C(F)(F)F)NC1=CC=C(C(=O)NC2CCN(CC2)C(=O)OC(C)(C)C)C=C1 Tert-butyl 4-(4-((4-(((3-(N-methylmethylsulfonamido)pyrazin-2-yl)methyl)-amino)-5-(trifluoromethyl)pyrimidin-2-yl)amino)benzamido)piperidine-1-carboxylate